C(C1=CC=CC=C1)C=1N(C(C2=CC=C(C=C2C1)CC)=O)S(=O)(=O)C1=CC=C(C=C1)[N+](=O)[O-] 3-Benzyl-6-ethyl-2-((4-nitrophenyl)sulfonyl)isoquinolin-1(2H)-one